S1N=NC(=C1)C1=CC=C(CN2CCN(CC2)C2=C(C=C3C(C(=CN(C3=C2)CC)C(=O)[O-])=O)F)C=C1 7-(4-(4-(1,2,3-thiadiazol-4-yl) benzyl) piperazin-1-yl)-1-ethyl-6-fluoro-4-oxo-1,4-dihydroquinoline-3-carboxylate